NC=1SC2=C(N1)C(=CC=C2)C2=C(C=C1C(=NC(=NC1=C2F)N2CC1(C2)CC(C=2N1C=CN2)O)N2CCNCC2)Cl 1'-[7-(2-amino-1,3-benzothiazol-4-yl)-6-chloro-8-fluoro-4-piperazin-1-yl-quinazolin-2-yl]spiro[6,7-dihydropyrrolo[1,2-a]imidazole-5,3'-azetidine]-7-ol